N(C1=CC=CC=C1)C=1C(=NN(C(C1)=O)CC(=O)NC=1C=CC=2N(C1)C=NN2)C(C)C 2-(4-anilino-3-isopropyl-6-oxo-pyridazin-1-yl)-N-([1,2,4]triazolo[4,3-a]pyridin-6-yl)acetamide